2-((R)-1-((E)-4-fluorobut-2-enoyl)-4-((S)-7-(3-hydroxynaphthalen-1-yl)-2-(((S)-1-methylpyrrolidin-2-yl)methoxy)-5,6,7,8-tetrahydroquinazolin-4-yl)piperazin-2-yl)acetonitrile FC/C=C/C(=O)N1[C@@H](CN(CC1)C1=NC(=NC=2C[C@H](CCC12)C1=CC(=CC2=CC=CC=C12)O)OC[C@H]1N(CCC1)C)CC#N